2-(4-hexyloxyphenyl)-2-oxazoline C(CCCCC)OC1=CC=C(C=C1)C=1OCCN1